CC1=C(C(=O)P(C2=C(C=C(C=C2)CCCCC)CCCCC)(C(C2=C(C=C(C=C2C)C)C)=O)=O)C(=CC(=C1)C)C bis(2,4,6-trimethylbenzoyl)-2,4-dipentylphenyl-phosphine oxide